Alanyl-Proline N[C@@H](C)C(=O)N1[C@@H](CCC1)C(=O)O